nonadecyl methacrylate C(C(=C)C)(=O)OCCCCCCCCCCCCCCCCCCC